(R)-2-amino-3-(3-(5-ethyl-3-methylisoxazol-4-yl)-5-fluorobenzamido)propanoic acid N[C@@H](C(=O)O)CNC(C1=CC(=CC(=C1)F)C=1C(=NOC1CC)C)=O